indium-silver-nickel [Ni].[Ag].[In]